4-Methoxy-N-(1-(pyrazin-2-yl)piperidin-4-yl)-N-(4-(trifluoromethyl)phenyl)pyridin-3-amine COC1=C(C=NC=C1)N(C1=CC=C(C=C1)C(F)(F)F)C1CCN(CC1)C1=NC=CN=C1